(3S)-N-((4-chlorophenyl)(3-(trifluoromethoxy)phenyl)methyl)-5-oxopyrrolidine-3-carboxamide ClC1=CC=C(C=C1)C(NC(=O)[C@@H]1CNC(C1)=O)C1=CC(=CC=C1)OC(F)(F)F